C(C1=CC=CC=C1)OC(=O)N1[C@H](C[C@H](CC1)Br)C1=CC=C(C=C1)C(=O)OC |r| (+-)-cis-4-bromo-2-(4-(methoxycarbonyl)phenyl)piperidine-1-carboxylic acid benzyl ester